NCCCNC(CC(=O)NCC1C2C(C(CC1)C2)(C)C)=O N-(3-aminopropyl)-N'-(6,6-dimethylbicyclo[3.1.1]heptan-2-ylmethyl)malonamide